3-(3,4-Dichloro-2-methyl-2H-indazol-5-yl)-4-cyano-1H-pyrazolo[3,4-d]pyrimidine ClC=1N(N=C2C=CC(=C(C12)Cl)C1=NNC2=NC=NC(=C21)C#N)C